1-(4-(4-(aminomethyl)-1-oxo-1,2-dihydro-phthalazin-6-yl)-1-methyl-1H-pyrazol-5-yl)-6-chloro-5-fluoro-spiro[benzo[d][1,3]oxazin-4,1'-cyclopentane]-2(1H)-one hydrochloride Cl.NCC1=NNC(C2=CC=C(C=C12)C=1C=NN(C1N1C(OC2(CCCC2)C2=C1C=CC(=C2F)Cl)=O)C)=O